C(C(=C)C)(=O)OC1=CC=CC=2C3=CC=CC=C3CC12 fluorenyl methacrylate